COC(C=C(CCC=C(C)C)C)=O 3,7-Dimethyl-2,6-octadienoic acid methyl ester